(R)-1-(3-(difluoromethyl)-2-fluorophenyl)ethan-1-amine FC(C=1C(=C(C=CC1)[C@@H](C)N)F)F